3-(2-chloro-3-phenylanilino)-5-chlorobenzoisothiazol ClC1=C(NC2=NSC3=C2C=C(C=C3)Cl)C=CC=C1C1=CC=CC=C1